C(C)(=O)N1N=C(C=C1)OCC(CCC(C(=O)OC(C)(C)C)(C)C1=CC(=CC=C1)C[C@@H](C(=O)OC)C)(F)F tert-butyl 6-((1-acetyl-1H-pyrazol-3-yl)oxy)-5,5-difluoro-2-(3-((S)-3-methoxy-2-methyl-3-oxopropyl)phenyl)-2-methylhexanoate